5-(benzylamino)-6-chloro-2-(2-hydroxyethyl-1,1,2,2-d4)pyridazin-3(2H)-one C(C1=CC=CC=C1)NC1=CC(N(N=C1Cl)C(C([2H])([2H])O)([2H])[2H])=O